C(C)(C)(C)OC([C@H](CC1=CC=C(C=C1)OCCOCCOCC)O)=O (2S)-3-{4-[2-(2-ethoxyethoxy)ethoxy]phenyl}-2-hydroxy-propionic acid tert-butyl ester